O.[Fe].[Al] aluminum-iron water